OC(C(=O)SCCNC(CCNC([C@@H](C(COP(OP(OC[C@@H]1[C@H]([C@H]([C@@H](O1)N1C=NC=2C(N)=NC=NC12)O)OP(=O)(O)O)(=O)O)(=O)O)(C)C)O)=O)=O)C(CC(=O)O)C hydroxy-3-methylglutaryl-Coa